P(=O)(O)(O)O.C(C=C)(=O)O Acrylic acid phosphate